The molecule is a glycine derivative that is the amide obtained by formal condensation of the carboxy group of glycine with the amino group of 2-naphthylamine. It has a role as a chromogenic compound. It is a N-(2-naphthyl)carboxamide, an amino acid amide and a glycine derivative. C1=CC=C2C=C(C=CC2=C1)NC(=O)CN